ClC1=C(C2=C(C=N1)C(=NN2)I)OCCO 2-[(6-chloro-3-iodo-1H-pyrazolo[4,3-c]pyridin-7-yl)oxy]ethanol